CC1OC(CN(C1)C1=CC=C(C=C1)NC=1C=CC2=C(NC(O2)=O)C1)C 5-((4-(2,6-dimethylmorpholino)phenyl)amino)benzo[d]oxazol-2(3H)-one